(S)-9-fluoro-10-(4-(2-isopropyl-6-methylpyrimidin-4-yl)piperazin-1-yl)-3-methyl-7-oxo-2,3-dihydro-7H-[1,4]oxazino[2,3,4-ij]quinoline-6-carboxylic acid FC=1C=C2C(C(=CN3C2=C(C1N1CCN(CC1)C1=NC(=NC(=C1)C)C(C)C)OC[C@@H]3C)C(=O)O)=O